CC1=NC=C(C=N1)NC(OC[C@H]1OC2=C(C1)C1=C(N=C(S1)C1=C3N=CC(=NC3=CC(=C1)C)OC)C=C2)=O (S)-(2-(2-methoxy-7-methylquinoxalin-5-yl)-7,8-dihydrobenzofuro[5,4-d]thiazol-7-yl)methyl (2-methylpyrimidin-5-yl)carbamate